2-(2-triethoxysilylpropoxy-5-methyl-phenyl)benzotriazole C(C)O[Si](C(COC1=C(C=C(C=C1)C)N1N=C2C(=N1)C=CC=C2)C)(OCC)OCC